C(C)(C)(C)OC(=O)N1C(CCCC1)F fluoro-piperidine-1-carboxylic acid tert-butyl ester